(S)-5-(4-fluorophenyl)-4-iodo-1-(oxetan-2-ylmethyl)-1H-imidazole FC1=CC=C(C=C1)C1=C(N=CN1C[C@H]1OCC1)I